1-[4-[1-(4-hydroxyphenyl)1-methyl-ethyl]phenyl]ethylenebisphenol OC1=CC=C(C=C1)C(C)(C)C1=CC=C(C=C1)C(CC1=C(C=CC=C1)O)C1=C(C=CC=C1)O